C(=O)C1=C(C=CC(=C1)C(F)(F)F)B(O)O [2-Formyl-4-(trifluoromethyl)phenyl]boronic acid